NC=1C2=C(N=CN1)N(C=C2C2[C@H]1CC[C@@H](C2)C1)[C@@H]1O[C@@H]([C@H]([C@H]1O)O)CSCC=1C(=NOC1C1=CC=CC=C1)C (2R,3R,4S,5S)-2-(4-Amino-5-((1S,4R)-bicyclo[2.2.1]heptan-2-yl)-7H-pyrrolo[2,3-d]pyrimidin-7-yl)-5-((((3-methyl-5-phenylisoxazol-4-yl)methyl)thio)methyl)tetrahydrofuran-3,4-diol